(4-bromobenzyl)-N-tosylalanine BrC1=CC=C(CN([C@@H](C)C(=O)O)S(=O)(=O)C2=CC=C(C)C=C2)C=C1